C(C)OC(CN1CC2(C1)CCN(CC2)C(=O)OC(C)(C)C)=O tert-butyl 2-(2-ethoxy-2-oxo-ethyl)-2,7-diazaspiro[3.5]nonane-7-carboxylate